C1(=CC=CC=C1)[C@H](CC1=CC=C(C=C1)C(=O)OC)CCCC1=CC=C(C=C1)C(=O)OC (S)-2-phenyl-1,5-bis(4'-methoxycarbonylphenyl)pentane